C(C)(C)(C)C1CCC(CC1)CC(=O)O.C(C)(=O)OC1CCC(CC1)C(C)(C)C PARA-TERT-BUTYL-CYCLOHEXYL ACETATE (4-(tert-butyl)cyclohexyl acetate)